Allyl 2-O-levulinyl-4-O-(2-naphthylmethyl)-3-O-triethylsilyl-alpha-L-rhamnopyranoside C(CCC(=O)C)(=O)O[C@H]1[C@H](OCC=C)O[C@H]([C@@H]([C@H]1O[Si](CC)(CC)CC)OCC1=CC2=CC=CC=C2C=C1)C